(1R,5S,6r)-tert-butyl 6-(bromomethyl)-3-azabicyclo[3.1.0]hexane-3-carboxylate BrCC1[C@H]2CN(C[C@@H]12)C(=O)OC(C)(C)C